COC1(COC1)C#CC1=CN(C2=C1C=NC(=C2)NC(C)=O)C2=NC(=CC(=C2)C)[C@]2(COCC2)OC (R)-N-(3-((3-Methoxyoxetan-3-yl)ethynyl)-1-(6-(3-methoxytetrahydrofuran-3-yl)-4-Methylpyridin-2-yl)-1H-pyrrolo[3,2-c]pyridin-6-yl)acetamide